3-acetyl-2-methoxyphenylacetate C(C)(=O)C=1C(=C(C=CC1)CC(=O)[O-])OC